4-oxo-4,5-dihydro-3H-1-thia-3,5,8-triazaacenaphthylene O=C1NC2=CSC=3N=CC=C(N1)C32